C(C)(C)(C)OC(NC12[C@H](CC(CC1)(CC2)N2C=CC=C2)O)=O (S)-(2-hydroxy-4-(1H-pyrrol-1-yl)bicyclo[2.2.2]oct-1-yl)carbamic acid tert-butyl ester